CCCCCCCCCCCCC(=O)OC[C@H](COP(=O)([O-])OCC[N+](C)(C)C)OC(=O)CCCCCCC/C=C\CCCCC 1-tridecanoyl-2-(9Z-pentadecenoyl)-glycero-3-phosphocholine